BrC1(C=CC(=CN1)C=1C=NNC1)F 6-bromo-4-(6-fluoropyridin-3-yl)pyrazole